ClC=1C=C(C=C(C1)NS(=O)(=O)C)NC(=O)C=1SC(=C(C1)C1=NC=C(C=C1)C(F)(F)F)C N-(3-chloro-5-(methylsulfonamido)phenyl)-5-methyl-4-(5-(trifluoromethyl)pyridin-2-yl)thiophene-2-carboxamide